(S)-N-(5-bromo-2-((cis-4-hydroxy-4-methylcyclohexyl)amino)phenyl)-6-oxopiperidine-2-carboxamide BrC=1C=CC(=C(C1)NC(=O)[C@H]1NC(CCC1)=O)NC1CCC(CC1)(C)O